ClC=1C=C2C(=C3C1NC(NC31CCCCC1)=O)OC(=N2)CN(CC(=O)OC)C methyl 2-({5-chloro-7-oxo-7,8-dihydro-6H-spiro[[1,3]oxazolo[5,4-f]quinazoline-9,1'-cyclohexane]-2-ylmethyl}(methyl)amino)acetate